C(OCC12COCC2C1)(=S)SC O-((3-oxabicyclo(3.1.0)hexan-1-yl)methyl) S-methyl carbonodithioate